C1(=CC=CC=C1)C(=O)N1[C@@H](CCC1)C(=O)NC1=CC=C(C=C1)C1=NC2=C(N1)C=CC(=C2)NC(=O)[C@H]2N(CCC2)C(=O)C2=CC=CC=C2 (2S)-1-(phenyl-carbonyl)-N-{4-[5-({[(2S)-1-(phenylcarbonyl)pyrrolidin-2-yl]carbonyl}amino)-1H-benzimidazol-2-yl]phenyl}pyrrolidine-2-carboxamide